2-tert-Butylpyridine-3-ol C(C)(C)(C)C1=NC=CC=C1O